(2R,3R)-1-(tert-butoxycarbonyl)-3-hydroxypyrrolidine-2-carboxylic acid C(C)(C)(C)OC(=O)N1[C@H]([C@@H](CC1)O)C(=O)O